NC1=C(C=2C(=NC=CN2)N1C1=C(C(=CC=C1C)OC)C)C(N)=O 6-amino-7-carbamoyl-5-(3-methoxy-2,6-dimethylphenyl)-5H-pyrrolo[2,3-b]pyrazin